CC1=C(C=C(C=C1)C)S(=O)(=O)NC=1C=C(C(=O)OC)C=CC1 methyl 3-((2,5-dimethylphenyl)sulfonamido)benzoate